(R)-2-(4-(1-(2,6-bis(benzyloxy)pyridin-3-yl)-3-methyl-2-oxo-2,3-dihydro-1H-benzo[d]imidazol-5-yl)-2-methyl-5,6-dihydropyridin-1(2H)-yl)acetic acid C(C1=CC=CC=C1)OC1=NC(=CC=C1N1C(N(C2=C1C=CC(=C2)C2=C[C@H](N(CC2)CC(=O)O)C)C)=O)OCC2=CC=CC=C2